dihydroindenopyrrole C1C=C2C3=CC=CC=C3C=C2N1